FC1([C@@H]([C@@H](N(C1)C(=O)[C@@H]1OCCC1)CC=1C(=C(C=CC1)C1=C(C=CC(=C1)F)F)F)NS(=O)(=O)CC)F N-{(2S,3R)-4,4-difluoro-1-[(2R)-oxolane-2-carbonyl]-2-[(2,2',5'-trifluoro[1,1'-biphenyl]-3-yl)methyl]pyrrolidin-3-yl}-ethanesulfonamide